(Z)-2-(3-chloro-5-(pyrimidin-2-yl)phenyl)-2-(3-chloro-N-cyclopropylacrylamido)acetic acid ClC=1C=C(C=C(C1)C1=NC=CC=N1)C(C(=O)O)N(C(\C=C/Cl)=O)C1CC1